C(C)(C)C=1C=C2C(=NNC2=CC1C=1C=C(C=2N(C1)N=CN2)C)C2CCN(CC2)CCC#N 3-(4-(5-isopropyl-6-(8-methyl-[1,2,4]triazolo[1,5-a]pyridin-6-yl)-1H-indazol-3-yl)piperidin-1-yl)propanenitrile